1,3-dichloro-5-(3-(3-methoxyphenoxy)-3,3-difluoroprop-1-en-2-yl)benzene ClC1=CC(=CC(=C1)C(=C)C(F)(F)OC1=CC(=CC=C1)OC)Cl